3-Azidomethyl-6-methylpyridine N(=[N+]=[N-])CC=1C=NC(=CC1)C